C(C)(C)(C)N(C(O)=O)[C@@H](CN1C(C2=CC=CC=C2C1=O)=O)CCCC.CC(C)(C)[S@@](=O)N[C@@H]1C2=C(OC13CCNCC3)C=CC=C2 (R)-2-methyl-N-[(3R)-spiro[3H-benzofuran-2,4'-piperidine]-3-yl]propane-2-sulfinamide tert-butyl-(R)-(1-(1,3-dioxoisoindolin-2-yl)hexan-2-yl)carbamate